N-(5-chloro-2-ethoxybenzyl)-1-ethylpiperidin-4-amine ClC=1C=CC(=C(CNC2CCN(CC2)CC)C1)OCC